3-(tert-butyl) 4-ethyl 1-((1s,3s)-3-hydroxycyclobutyl)-6-oxo-1,6-dihydropyridine-3,4-dicarboxylate OC1CC(C1)N1C=C(C(=CC1=O)C(=O)OCC)C(=O)OC(C)(C)C